C(#N)C=1C=C(C=CC1F)NC(C1=C(C=C(C=C1)C(F)(F)F)OC1=C(C=C(C=C1)F)C)=O N-(3-cyano-4-fluorophenyl)-2-(4-fluoro-2-methylphenoxy)-4-(trifluoromethyl)benzamide